C1(=CC=CC=C1)P(C1=CC=CC=C1)[C-]1C=CC=C1.[C-]1(C=CC=C1)P(C1=CC=CC=C1)C1=CC=CC=C1.[Fe+2] bis(diphenylphosphino)-ferrocene